1-(2-(2-(phenylamino)pyrimidine-4-carbonyl)piperidin-4-yl)pyrimidine-4-carboxamide C1(=CC=CC=C1)NC1=NC=CC(=N1)C(=O)C1NCCC(C1)N1CN=C(C=C1)C(=O)N